bis(2,4-difluorophenylpyridine) iridium (III) tetrakis(1-pyrazolyl)borate N1(N=CC=C1)[B-](N1N=CC=C1)(N1N=CC=C1)N1N=CC=C1.[Ir+3].FC1=C(C=CC(=C1)F)C1=NC=CC=C1.FC1=C(C=CC(=C1)F)C1=NC=CC=C1.N1(N=CC=C1)[B-](N1N=CC=C1)(N1N=CC=C1)N1N=CC=C1.N1(N=CC=C1)[B-](N1N=CC=C1)(N1N=CC=C1)N1N=CC=C1